O=S1(CCC(CC1)NC1=C2C=C(N(C2=CC=C1)CC(F)(F)F)C#CCNC1=C(C=C(C=C1)S(=O)(=O)N(C)C)OC)=O 4-[(3-{4-[(1,1-dioxo-1λ6-thian-4-yl)amino]-1-(2,2,2-trifluoroethyl)-1H-indol-2-yl}prop-2-yn-1-yl)amino]-3-methoxy-N,N-dimethylbenzene-1-sulfonamide